NC1=NC=CC(=C1)C=1C=C2C(=NC=NC2=CC1)N1CCN(CC1)C(C)=O 1-(4-(6-(2-aminopyridin-4-yl)quinazolin-4-yl)piperazin-1-yl)ethan-1-one